O[C@H]1CN(CC1)CC1=NC2=C(N=CC=C2C=C1)NC=1C(=C(C=CC1)C1=NC=CC(=C1)C=1C=NC=CC1)C 3-((((((((R)-3-hydroxypyrrolidin-1-yl)methyl))-1,7-naphthyridin-8-yl)amino)-2-methylphenyl)pyridin-4-yl)pyridine